5-((1-benzylpiperidin-4-yl)oxy)-4-methyl-N-(thiazol-4-yl)pyridine-2-sulfonamide C(C1=CC=CC=C1)N1CCC(CC1)OC=1C(=CC(=NC1)S(=O)(=O)NC=1N=CSC1)C